C(N)(=O)C1=CC(=CS1)NC(=O)C=1C(=NC2=CC(=CC=C2C1)F)N1CCC(CCC1)(F)F N-(5-carbamoylthiophen-3-yl)-2-(4,4-difluoroazepan-1-yl)-7-fluoroquinoline-3-carboxamide